(4R)-4-[3-[3-[3-[5-(2,2-dimethylpropyl)-1,3,4-oxadiazol-2-yl]-1-bicyclo[1.1.1]pentyl]azetidin-1-yl]-3-oxo-propyl]oxazolidin-2-one CC(CC1=NN=C(O1)C12CC(C1)(C2)C2CN(C2)C(CC[C@H]2NC(OC2)=O)=O)(C)C